Pyridine-5-boronic acid pinacol ester N1=CC=CC(=C1)B1OC(C)(C)C(C)(C)O1